1-({2-[(tert-butyldimethylsilyl)oxy]ethyl}amino)tetradecan-2-ol [Si](C)(C)(C(C)(C)C)OCCNCC(CCCCCCCCCCCC)O